C(CC1=CC=CC=C1)SC1=NC(=C2N=CNC2=N1)N 2-(phenethylthio)-9H-purin-6-amine